7-bromo-2-(4-fluorophenyl)[1,2,4]triazolo[1,5-c]quinazolin BrC1=CC=CC=2C=3N(C=NC12)N=C(N3)C3=CC=C(C=C3)F